benzyl (2S,4R)-4-(((2-acetamidoethyl)(tert-butoxycarbonyl) amino)methyl)-1-((9,9-difluoro-9H-fluorene-3-carbonyl)glycyl)-4-fluoropyrrolidine-2-carboxylate C(C)(=O)NCCN(C(=O)OC(C)(C)C)C[C@]1(C[C@H](N(C1)C(CNC(=O)C=1C=CC=2C(C3=CC=CC=C3C2C1)(F)F)=O)C(=O)OCC1=CC=CC=C1)F